1-(1-acetylpiperidine-4-yl)-3-((5-(5-(difluoromethyl)-1,3,4-oxadiazole-2-yl)pyridine-2-yl)methyl)-4-fluoro-1,3-dihydro-2H-benzo[d]imidazole-2-one C(C)(=O)N1CCC(CC1)N1C(N(C2=C1C=CC=C2F)CC2=NC=C(C=C2)C=2OC(=NN2)C(F)F)=O